SC1=NC=NN1 5-mercapto-1,2,4-triazol